[C@@H]1([C@H](O)[C@@H](O)[C@H](O)[C@H](O1)CO)[C@@]1([C@@H]([C@H](C(O)O[C@@H]1CO)O)O)O 4-β-D-glucopyranosyl-D-glucopyranose